C(C)(C)(C)OC(=O)N1C[C@H](CC1)N1N=C(C(=C1N(C)C(=O)OC(C)(C)C)C#N)Br (3S)-3-{3-bromo-5-[(tert-Butoxycarbonyl)(methyl)amino]-4-cyanopyrazol-1-yl}pyrrolidine-1-carboxylic acid tert-butyl ester